N,N,N',N'-tetramethyl-trimethylenediamine CN(CCCN(C)C)C